NC1=C(C=NN1C=1C=NC(=CC1C)OC1=C(C=CC=C1F)F)C(=O)C1=CC=2C=C3CCCN(C3=CC2N1)S(=O)(=O)C (5-amino-1-{6-[(2,6-difluorophenyl)oxy]-4-methylpyridin-3-yl}pyrazol-4-yl)[8-(methylsulfonyl)-5,6,7,8-tetrahydro-1H-pyrrolo[3,2-g]quinolin-2-yl]methanone